(3S)-4-amino-N-((1r,3r)-3-hydroxycyclohexyl)-3-methyl-N-((5-(trifluoromethyl)-2-pyridinyl)methyl)-1,3-dihydrofuro[3,4-c]quinoline-8-carboxamide NC1=NC=2C=CC(=CC2C2=C1[C@@H](OC2)C)C(=O)N(CC2=NC=C(C=C2)C(F)(F)F)[C@H]2C[C@@H](CCC2)O